Cl.Cl.NC(C)(C)N (R)-(+)-diaminopropane dihydrochloride